C(C=C)[C@@H]1C(C[C@H]2CN(C[C@H]21)C(=O)OC(C)(C)C)(C(=O)OCC2=CC=CC=C2)N=[N+]=[N-].C(=O)(OC(C)(C)C)NCCNN N-Boc amino ethylenediamine 5-benzyl 2-(tert-butyl) (3aR,4S,6aR)-4-allyl-5-azidohexahydrocyclopenta[c]pyrrole-2,5(1H)-dicarboxylate